ClC=1C=CC=C2C(C=C(OC12)C1=C(OCCN2[C@H](CCC2)C(=O)O)C=CC=C1)=O (2R)-1-[2-[2-(8-chloro-4-oxo-chromen-2-yl)phenoxy]ethyl]pyrrolidine-2-carboxylic acid